N1(N=CC=C1)CCCOC=1C=CC(=NC1)Br 5-(3-(1H-pyrazol-1-yl)propoxy)-2-bromopyridine